FC(C(=O)O)(F)F.C(C=C)C1CCNCC1 4-allylpiperidine trifluoroacetate